3-(5-(difluoromethoxy)-2-fluorophenyl)-1-(propan-2-yl-d7)-4,5,6,7-tetrahydro-1H-indazole-6-carboxamide FC(OC=1C=CC(=C(C1)C1=NN(C=2CC(CCC12)C(=O)N)C(C([2H])([2H])[2H])(C([2H])([2H])[2H])[2H])F)F